COC=1C=C(C=CC1OC)C=1NC2=CC=C(C=C2C1C(C)C)C1=NN=C(O1)CN1CCN(CC1)C(C)=O 1-(4-((5-(2-(3,4-dimethoxyphenyl)-3-isopropyl-1H-indol-5-yl)-1,3,4-oxadiazol-2-yl)methyl)piperazin-1-yl)ethan-1-one